tert-butyl (S)-3-(benzylcarbamoyl)pyrrolidine-1-carboxylate C(C1=CC=CC=C1)NC(=O)[C@@H]1CN(CC1)C(=O)OC(C)(C)C